sodium selenomethionate S(=[Se])(=O)([O-])CS(=O)(=O)[O-].[Na+].[Na+]